sodium fluoride beryllium [Be+2].[F-].[Na+].[F-].[F-]